ClC1=CC(=NC(=C1)NC1=C(C=CC=C1)F)C(=O)NC1CC2=CC=CC=C2C1 4-chloro-N-(2,3-dihydro-1H-inden-2-yl)-6-((2-fluorophenyl)amino)picolinamide